adipic acid (anhydride) C1(CCCCC(=O)O1)=O